C(=O)(OCC1=CC=CC=C1)NC(=N)N Cbz-guanidine